3-(2-bromo-3,4-dimethoxy-benzyl)-N-(3,4,5-trimethoxyphenyl)-thioacrylamide BrC1=C(CC=CC(=S)NC2=CC(=C(C(=C2)OC)OC)OC)C=CC(=C1OC)OC